C(C)(C)(C)[Si](OC(CCO)CCCCCCCCCCC)(C1=CC=CC=C1)C1=CC=CC=C1 3-{[tert-butyl-(diphenyl)silyl]oxy}tetradecan-1-ol